(1R,5S)-3-(3-fluoro-5-(1-hydroxyethyl)-6-methylpyridin-2-yl)-3-azabicyclo[3.1.0]hexan-2-one FC=1C(=NC(=C(C1)C(C)O)C)N1C([C@@H]2C[C@@H]2C1)=O